BrC=1C=CC(=C(C1)S(=O)(=O)N(C)C)C(F)(F)F 5-bromo-N,N-dimethyl-2-(trifluoromethyl)benzenesulfonamide